2-(3-(trifluoromethyl)phenyl)-1H-benzo[d]imidazol-5-amine FC(C=1C=C(C=CC1)C1=NC2=C(N1)C=CC(=C2)N)(F)F